C(C1=CC=CC=C1)NC(=O)C=1SC(=NN1)CCC(CN1N=NC(=C1)C(NC)=O)F N-benzyl-5-{3-fluoro-4-[4-(methylcarbamoyl)-1H-1,2,3-triazol-1-yl]butyl}-1,3,4-thiadiazole-2-carboxamide